COCC1(CCC=2C(=NNC2C1)C(=O)O)C 6-(Methoxymethyl)-6-methyl-1,4,5,7-tetrahydroindazole-3-carboxylic acid